3-methyl-6-prop-1-en-2-ylcyclohex-2-en-1-ol CC1=CC(C(CC1)C(=C)C)O